1-(4-(3-(4-(4-(2-amino-4-(difluoromethyl)pyrimidin-5-yl)-6-morpholino-1,3,5-triazin-2-yl)piperazine-1-carbonyl)benzyl)piperidin-1-yl)prop-2-en-1-one NC1=NC=C(C(=N1)C(F)F)C1=NC(=NC(=N1)N1CCOCC1)N1CCN(CC1)C(=O)C=1C=C(CC2CCN(CC2)C(C=C)=O)C=CC1